palmitoamidopropyl-dimethyl-amine C(CCCCCCCCCCCCCCC)(=O)NCCCN(C)C